C1(CC1)C#CC1C2C(N(C1)C(C=O)(C1CCCC1)NC(C1=CC=C(C=C1)C=1N=C(SC1F)N1CCN(CC1)C)=O)C(CO2)=O N-[1-(6-(cyclopropylethynyl)-3-oxo-hexahydro-furo[3,2-b]pyrrol-4-yl)-1-cyclopentyl-2-oxo-ethyl]-4-[5-fluoro-2-(4-methyl-piperazin-1-yl)-thiazol-4-yl]-benzamide